6-(1-(8-cyclobutyl-8-azabicyclo[3.2.1]oct-3-yl)piperidin-4-yl)-7-fluoro-1-methyl-2-(4-(methylsulfonyl)phenyl)-1H-benzo[d]imidazole C1(CCC1)N1C2CC(CC1CC2)N2CCC(CC2)C=2C=CC1=C(N(C(=N1)C1=CC=C(C=C1)S(=O)(=O)C)C)C2F